4-bromo-1-(4-methoxybenzyl)-3-[(4-methylbenzyl)oxy]-1H-1,5-naphthyridine-2-one BrC1=C(C(N(C2=CC=CN=C12)CC1=CC=C(C=C1)OC)=O)OCC1=CC=C(C=C1)C